nickel dioleyl phosphate P(=O)(OCCCCCCCC\C=C/CCCCCCCC)(OCCCCCCCC\C=C/CCCCCCCC)[O-].[Ni+2].C(CCCCCCC\C=C/CCCCCCCC)OP(=O)(OCCCCCCCC\C=C/CCCCCCCC)[O-]